CN(C(COC=1C=NC(=NC1)NC1CCC(CC1)OC1=C2C=CC=NC2=CC(=N1)N1CCOCC1)=O)C N,N-Dimethyl-2-((2-(((1s,4s)-4-((7-morpholino-1,6-naphthyridin-5-yl)oxy)cyclohexyl)amino)pyrimidin-5-yl)oxy)acetamide